2-amino-ethyl-2-hydroxyethyl-thiocarbonate NCCOC([O-])=SCCO